ClC1=C(OCCCOC2=CC=C3CC[C@@](OC3=C2)(C(=O)O)CC)C=CC(=C1)OC1=CC=C(C=C1)F (2R)-7-(3-(2-chloro-4-(4-fluorophenoxy)phenoxy)propoxy)-2-ethylchroman-2-carboxylic acid